(2-trifluoromethoxybenzyl)-[2-(9-(3-chloro-5-fluoropyridin-2-yl)-6-oxaspiro[4.5]decan-9-yl)ethyl]amine FC(OC1=C(CNCCC2(CCOC3(CCCC3)C2)C2=NC=C(C=C2Cl)F)C=CC=C1)(F)F